CC1(C(=C(CCC1)C)C(=O)O)C 2,2,6-trimethylcyclohexene-1-carboxylic acid